2-(3,7-Diazabicyclo[4.2.0]oct-3-yl)-5-(4-chloro-2-methyl-2H-indazol-5-yl)-3-methyl-3,7-dihydro-4H-pyrrolo[2,3-d]pyrimidin-4-one C12CN(CCC2NC1)C=1N(C(C2=C(N1)NC=C2C2=C(C1=CN(N=C1C=C2)C)Cl)=O)C